N-ethyl-N-(2-(4-methoxy-1H-indol-3-yl)ethyl)-2-methylpropan-1-amine trifluoroacetate FC(C(=O)O)(F)F.C(C)N(CC(C)C)CCC1=CNC2=CC=CC(=C12)OC